FC(C1=C(C(C2=CC=C(C=C2)Cl)OC2CN(C2)C(=O)NC2CCCCC2)C=CC(=C1)F)(F)F 3-[2-(trifluoromethyl)-4-fluoro-4'-chlorobenzhydryloxy]-N-(cyclohexyl)azetidine-1-carboxamide